4,6-dinitro-o-cymene-3-ol [N+](=O)([O-])C1=C(C(=C(C(=C1)[N+](=O)[O-])C(C)C)C)O